5-(4-aminophenoxy)pyrimidin-2-amine NC1=CC=C(OC=2C=NC(=NC2)N)C=C1